5-chloro-2-{[(piperidin-2-ylmethyl)amino]methyl}-7,8-dihydro-6H-spiro[[1,3]oxazolo[5,4-f]quinazoline-9,1'-cyclohexane]-7-one ClC=1C=C2C(=C3C1NC(NC31CCCCC1)=O)OC(=N2)CNCC2NCCCC2